4-chloro-3-(5,7-difluoro-4-oxo-6-(6-oxo-1,6-dihydropyrimidin-2-yl)-1,4-dihydroquinolin-2-yl)benzonitrile ClC1=C(C=C(C#N)C=C1)C=1NC2=CC(=C(C(=C2C(C1)=O)F)C=1NC(C=CN1)=O)F